(3aR,5s,6aS)-N-(6-(1,3-dimethyl-1H-pyrazol-4-yl)pyridazin-3-yl)-2-(2,2-dimethyltetrahydro-2H-pyran-4-yl)octahydrocyclopenta[c]pyrrol-5-amine CN1N=C(C(=C1)C1=CC=C(N=N1)NC1C[C@@H]2[C@@H](CN(C2)C2CC(OCC2)(C)C)C1)C